ClC1=CC=2C3=C(C(=NC2C(=C1C=1C=NC=C(C1C)Cl)F)N1CC(C1)N(C)C)N=CN3[C@@H]3C[C@H](N(CC3)C(=O)OC(C)(C)C)CC#N tert-butyl (2S,4S)-4-(8-chloro-7-(5-chloro-4-methylpyridin-3-yl)-4-(3-(dimethylamino)azetidin-1-yl)-6-fluoro-1H-imidazo[4,5-c]quinolin-1-yl)-2-(cyanomethyl)-piperidine-1-carboxylate